C(CCCCCCCCCCC)(=O)O[C@@H]1[C@@](O[C@H](C1)N1C2=NC(=NC(=C2N=C1)N)F)(C#C)COC(CCCCCCCCCCC)=O (2R,3S,5R)-5-(6-amino-2-fluoro-9H-purin-9-yl)-2-((dodecanoyloxy)methyl)-2-ethynyltetrahydrofuran-3-yl Dodecanoate